2,2-dimethoxy-N-(2-methoxyethyl)ethylamine COC(CNCCOC)OC